FC(C1=CC=C(C=C1)C1=NC=2N(C(=C1)C(F)(F)F)N=CC2)(F)F 5-(4-Trifluoromethylphenyl)-7-(trifluoromethyl)pyrazolo[1,5-a]pyrimidine